ClC1=C(C=CC=C1C=1OC2=C(N1)C=CC(=C2)CN2CC(C2)(C)C)C2=C(C(=CC=C2)C=2OC1=C(N2)C=C(C(=C1)OC(F)F)CN1[C@@H](CCC1)C(=O)O)C ((2-(2'-chloro-3'-(6-((3,3-dimethylazetidin-1-yl)methyl)benzo[d]oxazol-2-yl)-2-methyl-[1,1'-biphenyl]-3-yl)-6-(difluoromethoxy)benzo[d]oxazol-5-yl)methyl)-L-proline